5-(3,8-diazabicyclo[3.2.1]octan-3-yl)-2-(2,6-dioxopiperidin-3-yl)isoindoline C12CN(CC(CC1)N2)C=2C=C1CN(CC1=CC2)C2C(NC(CC2)=O)=O